C1(=CC=CC=C1)S(=O)(=O)NC=1C=C(C=CC1)CCC(CCCOC1=C(C=CC=C1)CCC(=O)O)=O 3-[2-[6-[3-(Benzenesulfonamido)phenyl]-4-oxohexoxy]phenyl]propanoic acid